3-trifluoromethyl-1-adamantanamine FC(C12CC3(CC(CC(C1)C3)C2)N)(F)F